N-(1-methylpiperidin-4-yl)-2-(3-((4-(methylsulfonyl)-2-(2,2,2-trifluoroethoxy)phenyl)amino)prop-1-yn-1-yl)-1-(2,2,2-trifluoroethyl)-1H-indol-4-amine CN1CCC(CC1)NC=1C=2C=C(N(C2C=CC1)CC(F)(F)F)C#CCNC1=C(C=C(C=C1)S(=O)(=O)C)OCC(F)(F)F